6-imidazo[1,2-a]pyridin-7-yl-5-[1-(spiro[2.2]pent-1-ylmethyl)-1H-pyrazol-4-yl]pyridine-2-carbonitrile N=1C=CN2C1C=C(C=C2)C2=C(C=CC(=N2)C#N)C=2C=NN(C2)CC2CC21CC1